C(CCC)C1=NC=2C(=C3C(=NC2NC(C)(C)C)C=C(S3)C3CCNCC3)N1 4-(2-butyl-4-(tert-butylamino)-1H-imidazo[4,5-d]thieno[3,2-b]pyridin-7-yl)piperidine